ClC=1C(=C(CC2(CC2)N2[C@@H](CC(CC2)(C(=O)O)CC2=NC(=CC=C2F)NC2=NNC(=C2)C)C)C=CC1)F (2R)-1-(1-(3-chloro-2-fluorobenzyl)cyclopropyl)-4-((3-fluoro-6-((5-methyl-1H-pyrazol-3-yl)amino)-pyridin-2-yl)methyl)-2-methyl-piperidine-4-carboxylic acid